tert-butyl[2-(1-methyl-1H-imidazol-2-yl)-2-oxoethyl]carbamate C(C)(C)(C)OC(NCC(=O)C=1N(C=CN1)C)=O